N-(4-tert-butylphenyl)-N-[1-(4-cyanopyrimidin-5-yl)-2-(cyclohexylamino)-2-oxo-ethyl]-1H-imidazole-5-carboxamide C(C)(C)(C)C1=CC=C(C=C1)N(C(=O)C1=CN=CN1)C(C(=O)NC1CCCCC1)C=1C(=NC=NC1)C#N